C(#N)/C=C/C(=O)N(CCC)OCCC (E)-3-cyano-N-propoxy-N-propyl-prop-2-enamide